4-chloro-2-trifluoroacetyl-aniline argon [Ar].ClC1=CC(=C(N)C=C1)C(C(F)(F)F)=O